(E)-3-(4-(5-carbamoyl-7-(3-morpholinopropoxy)-2-(pyridazine-3-carboxamido)-1H-benzo[d]imidazol-1-yl)but-2-en-1-yl)-2-(pyridazine-3-carboxamido)-3H-imidazo[4,5-b]pyridine-6-carboxamide C(N)(=O)C1=CC2=C(N(C(=N2)NC(=O)C=2N=NC=CC2)C/C=C/CN2C(=NC=3C2=NC=C(C3)C(=O)N)NC(=O)C=3N=NC=CC3)C(=C1)OCCCN1CCOCC1